2-Chloro-4-nitro-6-bromo-aniline ClC1=C(N)C(=CC(=C1)[N+](=O)[O-])Br